6-{6-methoxy-5-[(3-phenoxy-cyclohexyl)carbamoyl]pyridin-3-yl}-N-methyl-1H-indazole-3-carboxamide COC1=C(C=C(C=N1)C1=CC=C2C(=NNC2=C1)C(=O)NC)C(NC1CC(CCC1)OC1=CC=CC=C1)=O